C(C1=CC=CC=C1)OC(=O)N[C@@H](CNC(=O)[C@H]1C[C@H](C1)CC1=CC=C2CCCN(C2=N1)C(=O)OC(C)(C)C)C(=O)OCC tert-butyl 7-((cis-3-(((S)-2-(((benzyloxy) carbonyl) amino)-3-ethoxy-3-oxopropyl)-carbamoyl) cyclobutyl) methyl)-3,4-dihydro-1,8-naphthyridin-1(2H)-carboxylate